FC1=C(C=CC(=C1)F)N1C(C=CC1=O)=O 1-(2,4-Difluorophenyl)-2,5-dihydro-1H-pyrrole-2,5-dione